(E)-3-(1-oxobut-2-en-2-yl)glutaric acid O=C\C(=C\C)\C(CC(=O)O)CC(=O)O